6-(3'-methoxy-[1,1'-Biphenyl]-4-yl)-2-Methyl-1H-benzo[d]Imidazol COC=1C=C(C=CC1)C1=CC=C(C=C1)C=1C=CC2=C(NC(=N2)C)C1